N-[4-chloro-3-[(2-methyl-3-oxocyclopenten-1-yl)amino]phenyl]piperidine-1-sulfonamide ClC1=C(C=C(C=C1)NS(=O)(=O)N1CCCCC1)NC1=C(C(CC1)=O)C